N-((3aR,5s,6aS)-2-(5-(3-cyano-6-(2-hydroxy-2-methylpropoxy)pyrazolo[1,5-a]pyridin-4-yl)pyridin-2-yl)-5-methyloctahydrocyclopenta[c]pyrrol-5-yl)-3-fluoropicolinamide C(#N)C=1C=NN2C1C(=CC(=C2)OCC(C)(C)O)C=2C=CC(=NC2)N2C[C@@H]1[C@H](C2)CC(C1)(C)NC(C1=NC=CC=C1F)=O